COC(CCS(=O)(=O)C1=CC=C2C(=N1)C=C(N2)CO[Si](C(C)C)(C(C)C)C(C)C)=O.C(C=C)(=O)OCCOC2=C(C=CC=C2)C2=CC=CC=C2 2-(2-acryloyloxyethyl)oxybiphenyl methyl-3-{[2-({[tris(propan-2-yl)silyl]oxy}methyl)-1H-pyrrolo[3,2-b]pyridin-5-yl]sulfonyl}propanoate